3-(4,4-difluorotetrahydrofuran-3-yl)-1-methyl-1-[[3-[5-methyl-2-(2-trimethylsilylethoxymethyl)pyrazol-3-yl]-4-pyridyl]methyl]urea FC1(C(COC1)NC(N(CC1=C(C=NC=C1)C=1N(N=C(C1)C)COCC[Si](C)(C)C)C)=O)F